octamethylene dodecanedioate C1(CCCCCCCCCCC(=O)OCCCCCCCCO1)=O